ClC1=NC=C(C(=C1)SC=1C(=NC(=NC1)N)N)C(C)C 5-((2-chloro-5-iso-propyl-pyridin-4-yl)thio)pyrimidine-2,4-diamine